N[C@H](C(=O)N1CCC(CC1)C(F)(F)F)[C@@H](C)OCC1(CC=CCC1)CO (2S,3R)-2-amino-3-((1-(hydroxymethyl)cyclohex-3-en-1-yl)methoxy)-1-(4-(trifluoromethyl)piperidin-1-yl)butan-1-one